ClC=1C=C(C=CC1)C1=CC(=CC=C1OC)[C@H](CC(=O)O)NC(=O)NC=1C(N(C=CC1O)C)=O (S)-3-(3'-chloro-6-methoxybiphenyl-3-yl)-3-(3-(4-hydroxy-1-methyl-2-oxo-1,2-dihydropyridin-3-yl)ureido)propanoic acid